tert-Butyl 3-((6-(2-methoxy-4-(1H-pyrazol-1-yl)phenyl)pyridazin-3-yl)oxy)-pyrrolidine-1-carboxylate COC1=C(C=CC(=C1)N1N=CC=C1)C1=CC=C(N=N1)OC1CN(CC1)C(=O)OC(C)(C)C